N1CNCCC1 HEXAHYDROPYRIMIDINE